C(C)(C)(C)OC(CCCCCS(=O)(=O)NC(=O)C1=C(C=CC(=N1)N1CC2=C(C=CC=C2CC1)C(=O)O)C=1C=NN(C1C)CC1CCCCC1)=O 2-(6-(((6-(tert-butoxy)-6-oxohexyl)sulfonyl)carbamoyl)-5-(1-(cyclohexylmethyl)-5-methyl-1H-pyrazol-4-yl)pyridin-2-yl)-1,2,3,4-tetrahydroisoquinoline-8-carboxylic acid